2-Hydroxy-acetylhydrazine OCC(=O)NN